CN1N=NC(=C1C=1C=2N(N=C(C1)N1[C@@H](COCC1)C)C(=NC2I)C2=CC(=NN2C2OCCCC2)C)C (3R)-4-(4-(1,4-dimethyl-1H-1,2,3-triazol-5-yl)-5-iodo-7-(3-methyl-1-(tetrahydro-2H-pyran-2-yl)-1H-pyrazol-5-yl)imidazo[1,5-b]pyridazin-2-yl)-3-methylmorpholine